C([C@@H]1[C@H]([C@@H]([C@H]([C@H](O1)O[C@@H]2[C@H](O[C@@H]([C@@H]([C@H]2O)O)O[C@@H]3[C@H](O[C@@H]([C@@H]([C@H]3O)O)O)CO)CO)O)O)O)O The molecule is a maltotriose trisaccharide in which the glucose residue at the reducing end is in the pyranose ring form and has alpha configuration at the anomeric carbon atom.. It has a role as a human metabolite.